cesium-cerium [Ce].[Cs]